C(C1=CC=CC=C1)OC(CCCC)CCCC 5-(benzyloxy)nonane